P(=O)(OC1=C(C=CC=C1C)C)(OC1=C(C=CC=C1C)C)[O-] bis(2,6-dimethylphenyl) phosphate